FC1=C(C=CC(=C1)OCC1OC2=CC(=CC=C2CC1)OCCCS(=O)(=O)C)CCC(=O)O 3-(2-fluoro-4-((7-(3-(methylsulfonyl)propoxy)chroman-2-yl)methoxy)phenyl)propanoic acid